ClC=1C=C2C(=C3C4(NC(NC13)=O)CCCCC4)OC(=C2)CN2CCC(CC2)(C2=CC=CC=C2)O 5'-chloro-2'-[(4-hydroxy-4-phenylpiperidin-1-yl)methyl]-7',8'-dihydro-6'H-spiro[cyclohexane-1,9'-furo[2,3-f]quinazoline]-7'-one